5-((R)-8-methoxy-5-methyl-3-((R)-2-methyl-2-((S)-2,2,2-trifluoro-1-hydroxyethyl)pyrrolidine-1-carbonyl)-1-(2,2,2-trifluoroethyl)-5,6-dihydropyrrolo[2,1-a]isoquinolin-9-yl)nicotinamide COC=1C=C2C[C@H](N3C(C2=CC1C=1C=NC=C(C(=O)N)C1)=C(C=C3C(=O)N3[C@](CCC3)([C@@H](C(F)(F)F)O)C)CC(F)(F)F)C